8-bromo-1-methyl-1,6-dihydroimidazo[4,5-d]pyrrolo[2,3-b]pyridine BrC1=CNC2=NC=C3C(=C21)N(C=N3)C